(R)-N-(1-(9H-purin-6-yl)piperidine-3-yl)acrylamide 2-[1-(2-fluoro-4-nitro-phenyl)-4-piperidinylidene]Ethyl-acetate FC1=C(C=CC(=C1)[N+](=O)[O-])N1CCC(CC1)=CCOC(C)=O.N1=CN=C2NC=NC2=C1N1C[C@@H](CCC1)NC(C=C)=O